5-hydroxy-N-(2-methoxy-5-methylphenyl)-5-(3-methoxyphenyl)-octahydrocyclopenta[c]pyrrole-2-carboxamide OC1(CC2C(CN(C2)C(=O)NC2=C(C=CC(=C2)C)OC)C1)C1=CC(=CC=C1)OC